C(C1=CC=CC=C1)N(C(NC1=CC=C(C=C1)S(=O)(=O)N(CCC(=O)NO)CCC1=CC=C(C=C1)OC)=O)CC1=CC=CC=C1 3-{[4-(3,3-Dibenzyl-ureido)-benzenesulfonyl]-[2-(4-methoxy-phenyl)-ethyl]-amino}-N-hydroxy-propionamide